CC1=CC=C(C=C1)S(=O)(=O)OC1CC2(C1)CCCC2 spiro[3.4]octan-2-yl 4-methylbenzenesulfonate